3-((2-(4-chlorophenyl)quinolin-4-yl)thio)propyl 2-oxo-2H-chromene-3-carboxylate O=C1OC2=CC=CC=C2C=C1C(=O)OCCCSC1=CC(=NC2=CC=CC=C12)C1=CC=C(C=C1)Cl